ClC1=NC=2N(C3(CCC3)C(NC2C(=N1)C)=O)C 2-chloro-4,8-dimethyl-spiro[5H-pteridine-7,1'-cyclobutane]-6-one